NC=1N=NC(=CC1N1CC2CCC(C1)N2C2=NC=C(C=N2)C2CCC(CC2)N2CC1CCC(C2)N1CC(=O)OCC)C1=C(C=CC=C1)O ethyl 2-[3-[4-[2-[3-[3-amino-6-(2-hydroxyphenyl)pyridazin-4-yl]-3,8-diazabicyclo[3.2.1]octan-8-yl]pyrimidin-5-yl]cyclohexyl]-3,8-diazabicyclo[3.2.1]octan-8-yl]acetate